Racemic-3-(((1R,2S)-2-((p-toluenesulfonyloxy)methyl)cyclopropyl)methoxy)propionic acid CC1=CC=C(C=C1)S(=O)(=O)OC[C@@H]1[C@@H](C1)COCCC(=O)O |r|